CC1(CC1)C1=NN=C(O1)C(=O)N1[C@@H](C2=C(CC1)NC=N2)C2=NN1C(C=CC=C1C(F)(F)F)=C2 (S)-(5-(1-methylcyclopropyl)-1,3,4-oxadiazol-2-yl)(4-(7-(trifluoromethyl)pyrazolo[1,5-a]pyridin-2-yl)-6,7-dihydro-1H-imidazo[4,5-c]pyridin-5(4H)-yl)methanone